tetrahydrofurfuryl α-methallyloxymethylacrylate C(C(C)=C)OCC(C(=O)OCC1CCCO1)=C